ethyl 1-(1-(6-chloro-4-methylpyridin-3-yl) cyclopropyl)-1H-pyrazole-4-carboxylate ClC1=CC(=C(C=N1)C1(CC1)N1N=CC(=C1)C(=O)OCC)C